4-[2-ethoxyethyl-[4-(5,6,7,8-tetrahydro-1,8-naphthyridin-2-yl)butyl]amino]-2-[[2-(1-methylcyclobutyl)acetyl]amino]butanoic acid C(C)OCCN(CCC(C(=O)O)NC(CC1(CCC1)C)=O)CCCCC1=NC=2NCCCC2C=C1